COC(C(=O)N1C(CC[C@@H](C1)C)C1=CC=C2C3(C(NC2=C1)=O)CC3)=O 2-((5S)-5-methyl-2-(2'-oxospiro[cyclopropane-1,3'-indoline]-6'-yl)piperidin-1-yl)-2-oxoacetic acid methyl ester